C(C1=CC=CC=C1)OC1=CC=2N(C=C1C(=O)NC1=NN(C=C1)C)C=C(N2)C2CC2 7-(Benzyloxy)-2-cyclopropyl-N-(1-methyl-1H-pyrazol-3-yl)imidazo[1,2-a]pyridine-6-carboxamide